5-(2-phenylthiazol-4-yl)-1,3,4-thiadiazole-2-thiol C1(=CC=CC=C1)C=1SC=C(N1)C1=NN=C(S1)S